FC=1C=CC(=C2CC[C@H](C12)N)C1=C(C=C(C=C1C)OCCCS(=O)(=O)C)C (R)-7-fluoro-4-[4-(3-methanesulfonyl-propyloxy)-2,6-dimethyl-phenyl]-indan-1-ylamine